BrC1=CC(=CC=2C=3N(C(=NC12)N1CCCCC1)C=NN3)C 7-bromo-9-methyl-5-(piperidin-1-yl)-[1,2,4]triazolo[4,3-c]quinazoline